(S)-9-(2-chlorophenyl)-5-fluoro-2,7,8,9-tetrahydro-3H-pyrido[4,3,2-de]phthalazin-3-one ClC1=C(C=CC=C1)[C@H]1CNC=2C=3C1=NNC(C3C=C(C2)F)=O